2-(2,4-dichlorophenoxy)nicotinoyl chloride ClC1=C(OC2=C(C(=O)Cl)C=CC=N2)C=CC(=C1)Cl